CC1=C(C=CC(=C1OC#N)C)OC#N 2,4-dimethyl-1,3-dicyanooxybenzene